C1=CC(=C[N+](=C1)[O-])Cl 3-chloropyridine N-oxide